O1C(=NC=C1)COC=1C=CC(=NC1)NC(CC)=O N-(5-(oxazol-2-ylmethoxy)pyridin-2-yl)propanamide